[3-isobutyl-6-(5-isopropoxypyrimidin-2-yl)-2-piperidyl]methanol C(C(C)C)C1C(NC(CC1)C1=NC=C(C=N1)OC(C)C)CO